CN1C(=NC=C1NC(CC)=O)C1=CC=NC=C1 N-(1-methyl-2-(pyridin-4-yl)-1H-imidazol-5-yl)propanamide